C(C)OC(=O)C1=C(N=C2N1N=C(C=C2)N2CCOCC2)C2=CC=CC=C2.N2=C(C=CC=C2)C2=NC(=CC(=C2)C2=CC=C(C=C2)C2=CC(=NC(=C2)C2=NC=CC=C2)C2=NC=CC=C2)C2=NC=CC=C2 1,4-bis(2,2':6',2''-terpyridin-4'-yl)benzene Ethyl-6-morpholin-4-yl-2-phenylimidazo[1,2-b]pyridazine-3-carboxylate